Cl.OC1=CC=CC=2NN=NC21 Hydroxybenzotriazole HCl